BrC1=NN2C(C=NC(=C2OC2CC(C2)(F)F)C=2C=NN(C2)C(C)OCC)=N1 2-bromo-5-(3,3-difluorocyclobutoxy)-6-(1-(1-ethoxyethyl)-1H-pyrazol-4-yl)-[1,2,4]triazolo[1,5-a]pyrazine